ClC=1C=C(CC=2C=CC(=NC2)NC(=O)C2=NN(C(C=C2)=O)C)C=C(C1)F N-(5-(3-chloro-5-fluorobenzyl)pyridin-2-yl)-1-methyl-6-oxo-1,6-dihydropyridazine-3-carboxamide